COC=1N=C2C(=CC=NC2=CC1OC)OC1=C(C=C(C=C1)NC(=O)C=1C(N(C=C(C1OC)C)C1=CC=C(C=C1)F)=O)F N-[4-[(6,7-Dimethoxy-1,5-naphthyridin-4-yl)oxy]-3-fluorophenyl]-1-(4-fluorophenyl)-4-methoxy-5-methyl-2-oxopyridine-3-carboxamide